ClC=1C(=C(C=CC1)NC=1C2=C(N=CN1)C=C(C(=N2)N2CC1(CCN1C(C=C)=O)C2)OC)F 1-(6-(4-((3-Chloro-2-fluorophenyl)amino)-7-methoxypyrido[3,2-d]pyrimidin-6-yl)-1,6-diazaspiro[3.3]heptan-1-yl)prop-2-en-1-one